2-((1R,3R,5S)-adamantan-1-yl)propanal C12(CC3CC(CC(C1)C3)C2)C(C=O)C